5-(1-methyl-1-ethylbutyl)-4-hydroxy-2-methylbenzoic acid, potassium salt [K+].CC(CCC)(CC)C=1C(=CC(=C(C(=O)[O-])C1)C)O